7-((3-fluorobenzyl)oxy)-4-trifluoromethyl-2H-1-benzopyran-2-one FC=1C=C(COC2=CC3=C(C(=CC(O3)=O)C(F)(F)F)C=C2)C=CC1